Cl.CC=1N=C2N(N=C(C=C2C)C2=CC(=C3C=C(N=NC3=C2)C2CCNCC2)F)C1 7-(2,8-dimethylimidazo[1,2-b]pyridazin-6-yl)-5-fluoro-3-(4-piperidinyl)cinnoline hydrochloride